C[Si](C(=CN(CC)CC)[SiH2]CNCCC[Si](OCC)(OCC)C)(OC)OC 1-methyldimethoxysilyl-2-(diethylamino)(methyldiethoxysilylpropylamino)methylsilylethylene